COC1=CC=2C3=C(C=NC2C=C1)C(=NN3C=3C=C(C=CC3)N3CCN(CC3)C)C3=CC(=CC=C3)OC 1-{3-[8-methoxy-3-(3-methoxyphenyl)-1H-pyrazolo[4,3-c]quinolin-1-yl]phenyl}-4-methylpiperazine